[(3-fluoro(2-pyridyl))cyclobutyl][4-(trifluoromethyl)pyrimidin-2-yl]amine FC=1C(=NC=CC1)C1(CCC1)NC1=NC=CC(=N1)C(F)(F)F